5-cyclopropyl-N-(4-methyl-3-(2-morpholinopyridin-4-yl)phenyl)pyridazine-3-carboxamide C1(CC1)C=1C=C(N=NC1)C(=O)NC1=CC(=C(C=C1)C)C1=CC(=NC=C1)N1CCOCC1